C(C=C)(=O)N1C[C@@H](N(CC1)C1=NC(N2C3=C(C(=C(C=C13)Cl)C1=C(C=C(C=C1)F)F)SC[C@H]2COCOC)=O)C (3R)-7-((S)-4-acryloyl-2-methylpiperazin-1-yl)-9-chloro-10-(2,4-difluorophenyl)-3-((methoxymethoxy)methyl)-2H-[1,4]thiazino[2,3,4-ij]quinazolin-5(3H)-one